5-fluoro-6-(3-methylpiperazin-1-yl)pyrido[3,4-d]Pyrimidin-4-amine FC1=C(N=CC=2N=CN=C(C21)N)N2CC(NCC2)C